2-(cyclohexyldisulfanyl)benzothiazole C1(CCCCC1)SSC=1SC2=C(N1)C=CC=C2